(1S,2S)-2-((2-methyl-6-(3-methyl-4-((2-phenylethyl)sulfonamido)isoxazol-5-yl)pyridin-3-yl)carbamoyl)cyclohexane-1-carboxylic acid CC1=NC(=CC=C1NC(=O)[C@@H]1[C@H](CCCC1)C(=O)O)C1=C(C(=NO1)C)NS(=O)(=O)CCC1=CC=CC=C1